2,2',2''-(10-(2-((2,5-dioxopyrrolidin-1-yl)oxy)-2-oxoethyl)-1,4,7,10-tetraaza-cyclododecane-1,4,7-triyl)triacetic acid O=C1N(C(CC1)=O)OC(CN1CCN(CCN(CCN(CC1)CC(=O)O)CC(=O)O)CC(=O)O)=O